1-{4-[(1H-indazol-6-yl)sulfamoyl]phenyl}-3-(pyridin-3-ylmethyl)urea N1N=CC2=CC=C(C=C12)NS(=O)(=O)C1=CC=C(C=C1)NC(=O)NCC=1C=NC=CC1